6-chloro-7-(2-fluorophenyl)-4-((2S)-2-methyl-4-(2-propenoyl)-1-piperazinyl)-1-(1-(2-propanyl)-1H-1,2,4-triazol-5-yl)pyrido[2,3-d]pyrimidin-2(1H)-one ClC1=CC2=C(N(C(N=C2N2[C@H](CN(CC2)C(C=C)=O)C)=O)C2=NC=NN2C(C)C)N=C1C1=C(C=CC=C1)F